NC1=C(C=2C(=NC(=C(C2)C)C)N1C1=C(C(=CC=C1C)O)C)C(=O)C1=NC2=C(N1)C=CC=C2 (R)-(2-amino-1-(3-hydroxy-2,6-dimethylphenyl)-5,6-dimethyl-1H-pyrrolo[2,3-b]pyridin-3-yl)(1H-benzo[d]imidazol-2-yl)methanone